2-bromo-1,3-bis(α-hydroxyisopropyl)benzene sodium disulphate S(=O)(=O)([O-])OS(=O)(=O)[O-].[Na+].BrC1=C(C=CC=C1C(C)(C)O)C(C)(C)O.[Na+]